C(N)(OCC(S(=O)(=O)CCCBr)C(C)(C)C)=O tert-butyl-(2-((3-bromopropyl) sulfonyl) ethyl) carbamate